4-hydroxy-anthraquinone methylsulfate COS(=O)(=O)O.OC1=CC=CC=2C(C3=CC=CC=C3C(C12)=O)=O